rac-(5aR,6S,8aS)-7-(benzylthio)-5a-(4-bromophenyl)-3-chloro-6-phenyl-5a,6,7,8-tetrahydro-8aH-cyclopenta[4,5]furo[3,2-b]pyridine-8,8a-diol C(C1=CC=CC=C1)SC1[C@H]([C@]2([C@](C3=NC=C(C=C3O2)Cl)(C1O)O)C1=CC=C(C=C1)Br)C1=CC=CC=C1 |r|